C(C1=CC=CC=C1)OC1=NC=CC=C1C(=O)O 2-benzyloxypyridine-3-carboxylic acid